di-tert-butyl ((4,5-dichloro-3-((2-chloro-4-fluorophenyl)carbamoyl)-1H-pyrazol-1-yl)methyl) phosphate P(=O)(OC(C)(C)C)(OC(C)(C)C)OCN1N=C(C(=C1Cl)Cl)C(NC1=C(C=C(C=C1)F)Cl)=O